N1CC(C1)N1N=CC(=C1)C=1N=C(C=2N(C1C)N=CN2)N2[C@H](CC2)C 6-[1-(azetidin-3-yl)pyrazol-4-yl]-5-methyl-8-[(2S)-2-methylazetidin-1-yl]-[1,2,4]triazolo[1,5-a]pyrazine